2-isothiocyanato-2,3-dihydro-1H-indene-1-one N(=C=S)C1C(C2=CC=CC=C2C1)=O